4-(2-(4-(Pyridin-2-yl)piperazin-1-yl)pyridin-3-yl)-4,5-dihydropyrrolo[1,2-a]quinoxaline N1=C(C=CC=C1)N1CCN(CC1)C1=NC=CC=C1C1C=2N(C3=CC=CC=C3N1)C=CC2